N-(5-(3-(difluoromethyl)-3-hydroxypyrrolidin-1-yl)-2-(trifluoromethyl)pyridin-3-yl)-6-(1-methyl-1H-pyrazol-4-yl)picolinamide FC(C1(CN(CC1)C=1C=C(C(=NC1)C(F)(F)F)NC(C1=NC(=CC=C1)C=1C=NN(C1)C)=O)O)F